1-(3-bromo-2-hydroxy-methylphenyl)-3-(3-fluoro-5-trifluoromethoxyphenyl)urea BrC=1C(=C(C=CC1C)NC(=O)NC1=CC(=CC(=C1)OC(F)(F)F)F)O